OCC([C@@H](C[C@H]1C(NCC1)=O)NC(=O)[C@@H]1N(C[C@@H]2[C@H]1CCC2)C(=O)[C@@]2(NC(CC2)=O)C2=CC=CC=C2)=O (1R,3aS,6aR)-N-((R)-4-hydroxy-3-oxo-1-((S)-2-oxopyrrolidin-3-yl)butan-2-yl)-2-((S)-5-oxo-2-phenylpyrrolidine-2-carbonyl)octahydrocyclopenta[c]pyrrole-1-carboxamide